1-tert-butyl-N-{[3-(4-{[(1R,2S)-2-fluorocyclohexyl]amino}-1-(2,2,2-trifluoroethyl)-1H-indol-2-yl)-1,2,4-oxadiazol-5-yl]methyl}-1H-pyrazole-4-carboxamide C(C)(C)(C)N1N=CC(=C1)C(=O)NCC1=NC(=NO1)C=1N(C2=CC=CC(=C2C1)N[C@H]1[C@H](CCCC1)F)CC(F)(F)F